1-(4-fluorophenyl)-5-((4-hydroxy-1-(pyridin-2-yl)piperidin-4-yl)methyl)-1,5-dihydro-4H-pyrazolo[3,4-d]pyrimidin-4-one FC1=CC=C(C=C1)N1N=CC2=C1N=CN(C2=O)CC2(CCN(CC2)C2=NC=CC=C2)O